4-imidazo[1,2-a]pyridin-3-yl-7-[(5-piperazin-1-yl-2-pyridyl)amino]isoindolin-1-one N=1C=C(N2C1C=CC=C2)C2=C1CNC(C1=C(C=C2)NC2=NC=C(C=C2)N2CCNCC2)=O